FC=1C=C(C=C(C1)F)[C@@H]1COC2=NN(C(N21)=O)C2=CC=CC=C2 |r| (±)-5-(3,5-difluorophenyl)-2-phenyl-5,6-dihydrooxazolo[2,3-c][1,2,4]triazol-3(2H)-one